2-(2-naphthamido)-N-(2-(4-((6-amino-2-butoxy-8-hydroxy-9H-purin-9-yl)methyl)benzamido)ethyl)benzo[d]thiazole-6-carboxamide C1=C(C=CC2=CC=CC=C12)C(=O)NC=1SC2=C(N1)C=CC(=C2)C(=O)NCCNC(C2=CC=C(C=C2)CN2C1=NC(=NC(=C1N=C2O)N)OCCCC)=O